N-(2-aminophenyl)-8-(4-(pyridin-3-yl)-1H-1,2,3-triazol-1-yl)octanoyl-amide NC1=C(C=CC=C1)[N-]C(CCCCCCCN1N=NC(=C1)C=1C=NC=CC1)=O